2-(bromomethyl)-6-chlorobenzonitrile BrCC1=C(C#N)C(=CC=C1)Cl